FC1=CC=CC(=N1)NC1=NC=C(C(=O)NOC)C(=C1)NC1=C(C(=CC=C1)N1N=CC=C1)OC 6-((6-Fluoropyridin-2-yl)amino)-N-methoxy-4-((2-methoxy-3-(1H-pyrazol-1-yl)phenyl)amino)nicotinAmide